C(C=C)(=O)NC1=CC=C(C[C@H](N)C(=O)O)C=C1 4-(acrylamido)-phenylalanine